C(CCC)N1N=NN=C1C(N1CCN(CC1)C1=C(C=NC=C1Cl)Cl)C1=CC2=CC=CC=C2C=C1 1-((1-butyl-1H-tetrazol-5-yl)(naphthalen-2-yl)methyl)-4-(3,5-dichloropyridin-4-yl)piperazine